BrC=1C(=NN(C1)CC1(CC1)C#N)C 1-((4-bromo-3-methyl-1H-pyrazol-1-yl)methyl)cyclopropane-1-carbonitrile